FC(OC1=C(C(=O)N[C@H]2[C@H](C2)F)C(=CC(=C1)B1OCCNCCO1)OC)F 2-(difluoromethoxy)-4-(1,3,6,2-dioxazaborocan-2-yl)-N-[(1R,2S)-2-fluorocyclopropyl]-6-methoxybenzamide